CC1(CCOCC1)NC(=O)[C@H]1CC12CCN(CC2)C(=O)OC(C(F)(F)F)C(F)(F)F 1,1,1,3,3,3-hexafluoropropan-2-yl (S)-1-((4-methyltetrahydro-2H-pyran-4-yl)carbamoyl)-6-azaspiro[2.5]octane-6-carboxylate